N-propargyl-4'-propargyl-biphenylsulfonamide C(C#C)NS(=O)(=O)C=1C(=CC=CC1)C1=CC=C(C=C1)CC#C